CN1C(=NC=2C1=NC(=CC2N2CCOCC2)NNC(=O)OCC2=CC=CC=C2)CN2CCCCC2 benzyl 2-(3-methyl-7-morpholino-2-(piperidin-1-ylmethyl)-3H-imidazo[4,5-b]pyridin-5-yl)hydrazinecarboxylate